C(C)OC(=O)C1=C(N=C(N1)N)Cl 2-amino-4-chloro-1H-imidazole-5-carboxylic acid ethyl ester